FC1(CCC2=C1N=C(N=C2C#C[Si](C)(C)C)N2[C@H](CC2)C)F 2-[7,7-difluoro-2-[(2S)-2-methylazetidin-1-yl]-5,6-dihydrocyclopenta[d]pyrimidin-4-yl]ethynyl-trimethyl-silane